ethylenebiscaproamide C(CCCCCCC(=O)N)CCCCCC(=O)N